nitrotetrazolium [N+](=O)([O-])[N+]=1NN=NC1